4-(anilino)-7H-pyrrolo[2,3-d]pyrimidine N(C1=CC=CC=C1)C=1C2=C(N=CN1)NC=C2